NCCCNCC1=CC=CC(=N1)C(=O)NC1=CC=C(C=C1)S(=O)(=O)N1CCN(CC1)C1=NC(=CC(=C1)C(F)(F)F)Cl 6-[(3-Aminopropylamino)methyl]-N-[4-[4-[6-chloro-4-(trifluoromethyl)-2-pyridyl]piperazin-1-yl]sulfonylphenyl]pyridine-2-carboxamide